(Z)-1-Chloro-2,3,3,3-tetrafluoropropene Cl\C=C(\C(F)(F)F)/F